3,3-dimethyl-2-hydroxybutyrate CC(C(C(=O)[O-])O)(C)C